diethyl (2-methyl-2-(4-(trifluoromethyl)phenyl)propyl)phosphonate CC(CP(OCC)(OCC)=O)(C)C1=CC=C(C=C1)C(F)(F)F